NC1=C(C=C2CCN(CC2=C1)C(C(F)(F)F)=O)Cl 1-(7-amino-6-chloro-3,4-dihydroisoquinolin-2(1H)-yl)-2,2,2-trifluoroethan-1-one